C(CCCCCCC)O[Si](OCCCCCCCC)(OCCCCCCCC)OCCCCCCCC tetraoctoxysilane